N1=CC=C(C2=CC=CC=C12)NCC(=O)N1C(CCC1)C#N N-(4-quinolyl)-glycyl-(2-cyanopyrrolidine)